FC(C1(CC1)C=1C=CC(=NC1)CNC(OC(C)(C)C)=O)(F)F tert-Butyl N-[[5-[1-(trifluoromethyl)cyclopropyl]-2-pyridyl]methyl]carbamate